2,4'-difluoro-2'-(prop-2-yn-1-yl)-[1,1'-biphenyl]-4-carboxamide FC1=C(C=CC(=C1)C(=O)N)C1=C(C=C(C=C1)F)CC#C